hydrochloric acid Sulfate S(=O)(=O)(O)O.Cl